(S)-1-((S)-8-(4'-(Aminomethyl)-4-ethoxybiphenyl-3-ylsulfonyl)-1-oxa-8-azaspiro[4.5]decan-3-ylamino)-3-(3-(cyclopropylsulfonyl)phenoxy)propan-2-ol NCC1=CC=C(C=C1)C1=CC(=C(C=C1)OCC)S(=O)(=O)N1CCC2(C[C@@H](CO2)NC[C@@H](COC2=CC(=CC=C2)S(=O)(=O)C2CC2)O)CC1